COC1=CC=C2C(=CC=NC2=C1)OC1=CC=C(C=C1)N=[SH3]C1CN(C1)C(C)=O 1-[3-({4-[(7-methoxyquinolin-4-yl)oxy]phenyl}imino-λ6-sulfanyl)azetidin-1-yl]ethan-1-one